CN(CCCC[C@@H](C(=O)NC1=CC=C(C=C1)CO)NC(OC(C)(C)C)=O)C tert-butyl (S)-(6-(dimethylamino)-1-((4-(hydroxymethyl)phenyl)amino)-1-oxohexan-2-yl)carbamate